Methyl-4,5,6,7-tetrahydro-1H-benzo[1,2,3]triazole CN1N=NC2=C1CCCC2